2-chloro-4-((4-hydroxy-3-methoxybenzyl)amino)pyrimidin-5-carboxamide ClC1=NC=C(C(=N1)NCC1=CC(=C(C=C1)O)OC)C(=O)N